N1(C=NC=C1)CCC#N 3-(1H-imidazol-1-yl)-propane-nitrile